C=C(C(=O)OCCCCCCCCCCCCCCCCCCCCC)C(=O)OCCCCCCCCCCCCCCCCCCCCC diheneicosanyl methylenemalonate